CC=1C=C(C=CC1)N1N=C(C=C1)CC(=O)[O-].[Li+] lithium 2-[1-(3-methylphenyl)-1H-pyrazol-3-yl]acetate